dimethoxyphosphonoacetic acid tert-butyl ester C(C)(C)(C)OC(CP(=O)(OOC)OOC)=O